tert-butyl 3-(5-(trifluoromethyl) pyrimidin-2-yl)-3,8-diazabicyclo[3.2.1]octane-8-carboxylate FC(C=1C=NC(=NC1)N1CC2CCC(C1)N2C(=O)OC(C)(C)C)(F)F